9-(1-methylethyl)-2,5,8,10,13,16-hexaoxaheptadecane CC(C)C(OCCOCCOC)OCCOCCOC